CC1=CC=C(CC2=CC=C(C(=O)C3=CC=CC=C3)C=C2)C=C1 4-(4'-methylbenzyl)benzophenone